2-(((3R,4S,6R)-4-azido-6-((S)-1-(4-fluorophenyl)-1,2,3,4-tetrahydroisoquinoline-2-carbonyl)tetrahydro-2H-pyran-3-yl)oxy)acetaldehyde N(=[N+]=[N-])[C@@H]1[C@H](CO[C@H](C1)C(=O)N1[C@H](C2=CC=CC=C2CC1)C1=CC=C(C=C1)F)OCC=O